ClCC(C(Cl)Cl)O 1,3,3-trichloro-2-propanol